5-{2-acetamidoimidazo[1,2-b]pyridazin-6-yl}-2-methoxy-N-methyl-N-{[3-(trifluoromethoxy)phenyl]meth-yl}pyridine-3-carboxamide C(C)(=O)NC=1N=C2N(N=C(C=C2)C=2C=C(C(=NC2)OC)C(=O)N(CC2=CC(=CC=C2)OC(F)(F)F)C)C1